5-[2-(3,3-difluoropyrrolidine-1-carbonyl)-8-[(1S,2S)-2-(4-fluorophenyl)cyclopropyl]imidazo[1,2-b]pyridazin-6-yl]-1H-pyrimidine-2,4-dione FC1(CN(CC1)C(=O)C=1N=C2N(N=C(C=C2[C@@H]2[C@H](C2)C2=CC=C(C=C2)F)C=2C(NC(NC2)=O)=O)C1)F